C(C)(C)(C)OC(=O)N1C(OCC1C(C)(C)OC)(C)C.CN1N=C2C=C(C=CC2=C1)OCCN1CCOCC1 4-(2-((2-methyl-2H-indazol-6-yl)oxy)ethyl)morpholine tert-Butyl-4-(2-methoxypropan-2-yl)-2,2-dimethyl-1,3-oxazolidine-3-carboxylate